FC(OC=1C=CC(=C(C1)N1C(C(C2=CC(=CC(=C12)F)C(=O)N[C@@]1(CS(CC1)(=O)=O)C)(C)C)=O)F)F 1-[5-(difluoromethoxy)-2-fluoro-phenyl]-7-fluoro-3,3-dimethyl-N-[(3S)-3-methyl-1,1-dioxo-thiolan-3-yl]-2-oxo-indoline-5-carboxamide